sodium 1-butyl-3-methylimidazole triflate [O-]S(=O)(=O)C(F)(F)F.C(CCC)N1CN(C=C1)C.[Na+]